C(C=C)(=O)N1C=CC2=CC=C(C=C12)N1C(C=CC2=CN=C3C(=C12)C=C(C=C3)C=3C=NN(C3)C)=O 1-(1-acryloylindol-6-yl)-9-(1-methyl-1H-pyrazol-4-yl)benzo[H][1,6]naphthyridin-2(1H)-one